C(CCCCCCCC(=O)OC(CCCCCCCC)CCCCCCCC)(=O)OC[C@@H](COCC1=CC=CC=C1)OC(CCCCCCC(=O)OC(CCCCCCCC)CCCCCCCC)=O (R)-1-(3-(benzyloxy)-2-((8-(heptadecan-9-yloxy)-8-oxooctanoyl)oxy)propyl) 9-(heptadecan-9-yl) nonanedioate